CC1=CC=C(N1)S(=O)(=O)N 5-methyl-1H-pyrrole-2-sulfonamide